C(#N)C1=NC2=CC(=CC(=C2N=C1C#CC1=CC=C(C=C1)C#N)[C@@H](C)NC1=C(C(=O)O)C=CC=C1)C (R)-2-((1-(2-cyano-3-((4-cyanophenyl)ethynyl)-7-methylquinoxalin-5-yl)ethyl)amino)benzoic acid